1-benzyl-3-methyl-5-(1-methyl-1H-pyrrol-2-yl)-1,2,3,6-tetrahydropyridine C(C1=CC=CC=C1)N1CC(C=C(C1)C=1N(C=CC1)C)C